methyl 2-(5-isobutyl-4-(4-(phenylsulfinyl)phenyl)thiazol-2-ylamino)-5-(trifluoromethyl)nicotinate C(C(C)C)C1=C(N=C(S1)NC1=C(C(=O)OC)C=C(C=N1)C(F)(F)F)C1=CC=C(C=C1)S(=O)C1=CC=CC=C1